ClC=1C(=C(C=CC1)C1(CN(C1)C(=O)OC(C)(C)C)NC1=CC=C2C=CN=NC2=C1)C tert-butyl 3-(3-chloro-2-methylphenyl)-3-(cinnolin-7-ylamino)azetidine-1-carboxylate